6-(3,4-dihydroxyphenyl)-3-(p-tolyl)-1H-pyrazolo[3,4-b]pyridine-4-carboxylic acid OC=1C=C(C=CC1O)C=1C=C(C2=C(N1)NN=C2C2=CC=C(C=C2)C)C(=O)O